C(C)(C)(C)N([C@@H](CC(=O)[O-])C(=O)[O-])C(=O)OC(C)(C)C tert-butyl-(tert-butoxycarbonyl)-L-aspartate